Bis(cyclopropylmethyl)(2E,4E,6E,8E,10E,12E,14E)-2,6,11,15-tetramethylhexadecane C1(CC1)CC(C(CCCC(CCCCC(CCCC(C)C)C)C)C)CC1CC1